6-(trifluoromethyl)nicotinoylAmine FC(C1=NC=C(C(=O)N)C=C1)(F)F